COC1=NC=CC(=C1)N1C[C@H]2N(CC1)C([C@H](C2)CCCC2=CC=CC=1N2N=CN1)=O (7S,8aS)-2-(2-methoxypyridin-4-yl)-7-(3-{[1,2,4]triazolo[1,5-a]pyridin-5-yl}propyl)-octahydropyrrolo[1,2-a]pyrazin-6-one